Cl/C(/C(=O)[O-])=C/C(=O)[O-] chloromaleate